C(C1=CC=CC=C1)OC1=CC=C(C=C1)B(O)O 4-BENZYLOXYPHENYLBORONIC ACID